CN1C2=C(C=3C=CC=CC13)CN(CC2)CCCCOC2=CC1=C(NC(N1)=O)C=C2 5-(4-(5-methyl-1,3,4,5-tetrahydro-2H-pyrido[4,3-b]indol-2-yl)butoxy)-1,3-dihydro-2H-benzo[d]imidazol-2-one